C1(CC1)C(=O)C=1C=NC(=CC1)OCC1CC1 cyclopropyl-(6-cyclopropylmethoxy-pyridin-3-yl)-methanone